COC1=C(C=C(C=C1OC)C1=CC=CC=C1)OC 4-methoxy-3,5-dimethoxybiphenyl